BrC=1C=C(C=C2CCC(C12)CCO)F 2-(7-bromo-5-fluoro-2,3-dihydro-1H-inden-1-yl)ethan-1-ol